C(C1=CC=CC=C1)C1COCCN1C1=CC2=C(C=N1)C(=NN2C)C=2C(=C(C(=C(C2)C(F)(F)F)F)O)F 3-(6-(3-Benzylmorpholino)-1-methyl-1H-pyrazolo[4,3-c]pyridin-3-yl)-2,6-difluoro-5-(trifluoromethyl)phenol